BrC=1C(=CC2=C(C1)C=1N(N=C(C1CO2)C(=O)O)C2=CC(=CC(=C2)Cl)Cl)OC 8-bromo-1-(3,5-dichlorophenyl)-7-methoxy-1,4-dihydrobenzopyrano[4,3-c]Pyrazole-3-carboxylic acid